2-(3,3-Bis(hydroxymethyl)azetidin-1-yl)-N-(4-(3-isopropyl-2-(8-methoxy-[1,2,4]triazolo[1,5-a]pyridin-6-yl)-1H-indol-5-yl)cyclohexyl)acetamid OCC1(CN(C1)CC(=O)NC1CCC(CC1)C=1C=C2C(=C(NC2=CC1)C=1C=C(C=2N(C1)N=CN2)OC)C(C)C)CO